ClC1=C(N=C2C=C(C(=NC2=C1Cl)C=1C=NC(=NC1)N1CCN(CC1)C(=O)OC(C)(C)C)F)C tert-butyl 4-(5-(7,8-dichloro-3-fluoro-6-methyl-1,5-naphthyridin-2-yl)pyrimidin-2-yl)piperazine-1-carboxylate